C(C)OC(=O)C=1N=C2N(CCCC2)C1C1=NC=CC=C1 3-(pyridin-2-yl)-5,6,7,8-tetrahydroimidazo[1,2-a]pyridine-2-carboxylic acid ethyl ester